4-(3-(4-methoxyphenyl)isoxazol-5-yl)aniline COC1=CC=C(C=C1)C1=NOC(=C1)C1=CC=C(N)C=C1